NC1=NC(=NC2=C1NC(N(C2)CCC2=CC(=CC=C2)CN2CCCC2)=O)OCCCC 8-amino-6-butoxy-3-(3-(pyrrolidin-1-ylmethyl)phenethyl)-3,4-dihydropyrimido[5,4-d]pyrimidin-2(1H)-one